C(#N)C1=C(SC2=C1C(=CC=C2)B2OC(C(O2)(C)C)(C)C)NC(OC(C)(C)C)=O Tert-butyl (3-cyano-4-(4,4,5,5-tetramethyl-1,3,2-dioxaborolane-2-yl)benzothiophene-2-yl)carbamate